OC1=C(C(CC(C1)(C)C)=O)C(=O)C=1C(=NN(C1)CC1=NC=C(C(=C1C)OC)C)C(F)(F)F 3-Hydroxy-2-(1-((4-methoxy-3,5-dimethylpyridin-2-yl)methyl)-3-(trifluoromethyl)-1H-pyrazole-4-carbonyl)-5,5-dimethylcyclohex-2-en-1-one